C(C)(C)(C)OC(=O)N1CCN(CC1)C(C1=CC=C(C=C1)C=1C=C2CC(NC2=CC1)=O)=O 4-(4-(2-oxoindolin-5-yl)benzoyl)piperazine-1-carboxylic acid tert-butyl ester